[4-[4-[6-[[4-[(3S)-3-phenylisoxazolidin-2-yl]-5-(trifluoromethyl)pyrimidin-2-yl]amino]-3-pyridyl]-1-piperidyl]phenyl]methanol C1(=CC=CC=C1)[C@H]1N(OCC1)C1=NC(=NC=C1C(F)(F)F)NC1=CC=C(C=N1)C1CCN(CC1)C1=CC=C(C=C1)CO